3-(N-((1,2,3,5,6,7-hexahydro-s-indacen-4-yl)carbamoyl)sulfamoyl)-1-isopropyl-1H-pyrazol-5-carboxylic acid C1CCC2=C(C=3CCCC3C=C12)NC(=O)NS(=O)(=O)C1=NN(C(=C1)C(=O)O)C(C)C